C(C(=C)C)(=O)OCCS(=O)(=O)[O-].[Na+].C(#N)C1=CC=C(C=C1)[C@@H](C)O (R)-1-(4'-cyanophenyl)ethanol Sodium 2-(methacryloyloxy)ethanesulfonate